OCC1(CCC=2C1=NN(C(C2C(F)(F)F)=O)CC2=CC=C(C=C2)OC)C 7-(Hydroxymethyl)-2-(4-methoxybenzyl)-7-methyl-4-(trifluoromethyl)-2,5,6,7-tetrahydro-3H-cyclopenta[c]pyridazin-3-one